N[C@H](C(=O)O)CCN(CC1=C(C=CC=C1)OCC1=C(C=CC=C1)F)CC1=C(C=CC=C1)OC1=CC=C(C=C1)Cl (S)-2-amino-4-((2-(4-chlorophenoxy)benzyl)(2-((2-fluorobenzyl)oxy)benzyl)amino)butanoic acid